NC1CCN(CC1)C=1N(C(C(=C(N1)C1=CC=C(C#N)C=C1)C=1C=NC(=CC1)CC)=O)C 4-[2-(4-amino-piperidin-1-yl)-5-(6-ethyl-pyridin-3-yl)-1-methyl-6-oxo-1,6-dihydro-pyrimidin-4-yl]-benzonitrile